2-(4-Methyl-[1,4]diazepan-1-yl)-1,7,11b-triaza-benzo[c]fluorene-6-carboxylic acid (2-pyrrolidin-1-yl-ethyl)-amide N1(CCCC1)CCNC(=O)C1=CC2=C(N3C=4C=CC=CC4N=C13)N=C(C=C2)N2CCN(CCC2)C